COC1=C(C=CC=C1)C(C(=O)O)(C1=C(C=CC=C1)OC)C1=C(C=CC=C1)OCC.O(C1=CC=CC=C1)C1=C(C(=O)OC2=C(C=CC=C2)OC)C=CC=C1 2-methoxyphenyl 2-phenoxybenzoate 2-methoxyphenyl-2-(2-ethoxyphenyl)2-(2-methoxyphenyl)acetate